COC1=C(CNC=2C3=C(N=CN2)C(=NC(=C3)C(F)(F)F)C3=C(C(=CC=C3C)OC)C)C=CC(=C1)OC N-(2,4-dimethoxybenzyl)-8-(3-methoxy-2,6-dimethylphenyl)-6-(trifluoromethyl)pyrido[3,4-d]pyrimidin-4-amine